OC(CNCCO)C N-(2-hydroxypropyl)-N-(hydroxyethyl)amine